NC1=CC=C(/C=C/C2=CC=3C(C4=CC=CC=C4C(C3C=C2)=O)=O)C=C1 (E)-2-(4-aminostyryl)-9,10-anthraquinone